2-Amino-1-(2,6-dimethyl-3-(methylsulfonyl)phenyl)-5,6-dimethyl-1H-pyrrolo[2,3-b]pyridine-3-carboxamide NC1=C(C=2C(=NC(=C(C2)C)C)N1C1=C(C(=CC=C1C)S(=O)(=O)C)C)C(=O)N